FC1=C(C=C(C(=C1)OC1=CC2=C(N(N=N2)C)C=C1)F)NC=1C2=C(N=CN1)C=NC(=C2)N2C(/C(/[C@@H](C2)C)=C/CN(C)C)=O (3E,4S)-1-[4-({2,5-difluoro-4-[(1-methyl-1,2,3-benzotriazol-5-yl)oxy]phenyl}amino)pyrido[3,4-d]pyrimidin-6-yl]-3-[2-(dimethylamino)ethylidene]-4-methylpyrrolidin-2-one